CC1=C(N=C(N1)C1=NC=CC(=C1)C=1C=NC=C(C1)N1CCOCC1)CNC1CCCC1 N-{[5-Methyl-2-(5-morpholin-4-yl-3,4'-bipyridin-2'-yl)-1H-imidazol-4-yl]methyl}cyclopentanamin